3-(1-(3-(4-Fluoro-3-methoxyphenyl)isoxazol-5-yl)ethyl)quinazolin-4(3H)-one FC1=C(C=C(C=C1)C1=NOC(=C1)C(C)N1C=NC2=CC=CC=C2C1=O)OC